NC1=CC=CC(=N1)S(=O)(=O)NC1=NC(=C(C=C1)Cl)C1=C(C=C(C=C1C)C)C 6-amino-N-(5-chloro-6-mesitylpyridin-2-yl)pyridine-2-sulfonamide